FC1=C(C=CC2=CN(N=C12)[C@@H](C(NC=1SC=CN1)=O)C1=C2N(C=N1)CCC2)C=2C=CC(=NC2)N2CCN(CC2)CCCC(=O)OC(C)(C)C |r| tert-Butyl 4-[4-[5-[7-fluoro-2-[(1RS)-1-(6,7-dihydro-5H-pyrrolo[1,2-c]imidazol-1-yl)-2-oxo-2-(thiazol-2-ylamino)ethyl]indazol-6-yl]-2-pyridyl]piperazin-1-yl]butanoate